6-Bromo-7-fluoro-2-(2-(2-((6-oxo-5-(trifluoromethyl)-1-((2-(trimethylsilyl)ethoxy)methyl)-1,6-dihydropyridazin-4-yl)amino)cyclohexyl)ethyl)isoquinolin-1(2H)-one BrC=1C=C2C=CN(C(C2=CC1F)=O)CCC1C(CCCC1)NC=1C=NN(C(C1C(F)(F)F)=O)COCC[Si](C)(C)C